(2S)-2-amino-5-(2-amino-1H-imidazol-1-yl)-N-[(3R)-1-[4-(4-{3-cyano-9-ethyl-6,6-dimethyl-11-oxo-5H,6H,11H-benzo[b]carbazol-8-yl}piperazin-1-yl)butanoyl]pyrrolidin-3-yl]pentanamide N[C@H](C(=O)N[C@H]1CN(CC1)C(CCCN1CCN(CC1)C=1C(=CC2=C(C(C=3NC4=CC(=CC=C4C3C2=O)C#N)(C)C)C1)CC)=O)CCCN1C(=NC=C1)N